C(\C=C/CC)C1CCCC(O1)=O 6-[(Z)-pent-2-enyl]oxan-2-one